dimethylmethoxy(2-isopropenylphenyl)silane C[Si](C1=C(C=CC=C1)C(=C)C)(OC)C